7-(2-methylbutanoyl)amino-4-(1-phenyleth-2-yl)aminocyclohepta[7,6-b]indole hydrochloride Cl.CC(C(=O)NC1=CC2=NC3=C(C=CC=C3C2=CC=C1)NCCC1=CC=CC=C1)CC